Cl.FC(C12OCC(CC1)(CC2)N)(F)F 1-(trifluoromethyl)-2-oxabicyclo[2.2.2]octan-4-amine hydrochloride